C(C)(=O)N1CCN(CC1)C1CCN(CC1)C1=C(C=C(C(=C1)OC)NC1=NC=NC(=C1)N1OCC[C@@H]1C1=CC(=CC(=C1)F)F)NC(C=C)=O N-(2-(4-(4-acetylpiperazine-1-yl)piperidine-1-yl)-5-((6-((R)-3-(3,5-difluorophenyl)isoxazolidine-2-yl)pyrimidine-4-yl)amino)-4-methoxyphenyl)acrylamide